(3R)-5-chloro-7-({2,4-difluoro-3-[8-fluoro-2-(piperidin-4-ylamino) quinazolin-6-yl]phenyl}sulfamoyl)-2,3-dihydro-1-benzofuran-3-yl acetate C(C)(=O)O[C@H]1COC2=C1C=C(C=C2S(NC2=C(C(=C(C=C2)F)C=2C=C1C=NC(=NC1=C(C2)F)NC2CCNCC2)F)(=O)=O)Cl